NC=1N=C(C=C2C=C(N=CC12)NC(=O)C1C(C1)C#N)Cl N-(8-amino-6-chloro-2,7-naphthyridin-3-yl)-2-cyano-cyclopropanecarboxamide